C(CCC)C=1N(C2=C(C=NC=3C=CC=CC23)N1)CC(COCCOCCOCCOCCNC(OC(C)(C)C)=O)(C)C tert-butyl (15-(2-butyl-1H-imidazo[4,5-c]quinolin-1-yl)-14,14-dimethyl-3,6,9,12-tetraoxapentadecyl)carbamate